ClC1=CC=C(O[C@H](C(=O)NS(=O)(=O)C)C)C=C1 (2S)-2-(4-chlorophenoxy)-N-methanesulfonylpropanamide